(6-cyclopropyl-8-(4-methylpiperazin-1-yl)imidazo[1,2-a]pyridin-2-yl)methylamine C1(CC1)C=1C=C(C=2N(C1)C=C(N2)CN)N2CCN(CC2)C